ClC1(C(=O)OCC1)C(C)=O chloro-α-acetyl-γ-butyrolactone